C(C)NC(=O)NC1=CC=C(C=N1)C=1C=NN2C1C=C(C=C2)C(=O)N(C)C2=CC(=CC=C2)F 3-[6-(ethylcarbamoylamino)-3-pyridyl]-N-(3-fluorophenyl)-N-methyl-pyrazolo[1,5-a]pyridine-5-carboxamide